3-(4-chlorophenyl)-1,7-dimethyl-1H-indole-2-carboxylic acid ClC1=CC=C(C=C1)C1=C(N(C2=C(C=CC=C12)C)C)C(=O)O